mesitylenesulfonic acid ammonia salt N.C1(=C(C(=CC(=C1)C)C)S(=O)(=O)O)C